2-Methylpyrazine CC1=NC=CN=C1